2-[4-(l-N-methyl-5-[(tert-butoxy)carbonyl]-4H,5H,6H,7H-pyrazolo[1,5-a]pyrazine-3-amidocyclopropyl)phenyl]acetic acid CN(C(=O)C=1C=NN2C1CN(CC2)C(=O)OC(C)(C)C)C2(CC2)C2=CC=C(C=C2)CC(=O)O